(((4-(4-bromophenyl)bicyclo[2.2.2]oct-1-yl)methoxy)methyl)-5-cyclopropyl-3-(2,6-dichlorophenyl)isoxazole BrC1=CC=C(C=C1)C12CCC(CC1)(CC2)COCC=2C(=NOC2C2CC2)C2=C(C=CC=C2Cl)Cl